C(#N)C=1C=CC2=C(C1)OC1(COC1)C1=C2N=C(S1)NC(=O)C=1C(=NC=NC1OC)OC N-(7-cyanospiro[chromeno[4,3-d]thiazole-4,3'-oxetan]-2-yl)-4,6-dimethoxypyrimidine-5-carboxamide